2-(2-Chlorophenyl)-N-{3-sulfamoyl-2-(trifluoromethyl)-4-[4-(trifluoromethyl)-1H-pyrazol-1-yl]phenyl}acetamide ClC1=C(C=CC=C1)CC(=O)NC1=C(C(=C(C=C1)N1N=CC(=C1)C(F)(F)F)S(N)(=O)=O)C(F)(F)F